O=C(COC1=CC=C2C=CC(=CC2=C1)/C=C/C(=O)OC)CC1=CC=CC=C1 Methyl (E)-3-(7-(2-oxo-3-phenylpropoxy)naphthalen-2-yl)acrylate